C1=CC=CC=2C3=CC=CC=C3C(C12)N([C@@H](CC(=O)O)COCCC(C)C)C(=O)OC (3S)-3-(9H-fluoren-9-yl-methoxycarbonyl-amino)-4-(3-methyl-butoxy)butanoic acid